2-methyl-5-nitro-8-[4-(trifluoromethyl)phenyl]pyrazolo[3,4-b]indole CN1N=C2N(C3=CC=C(C=C3C2=C1)[N+](=O)[O-])C1=CC=C(C=C1)C(F)(F)F